Keto-gamma-carotene CC1=C(C(CCC1=O)(C)C)/C=C/C(=C/C=C/C(=C/C=C/C=C(\C)/C=C/C=C(\C)/C=C/C=C(\C)/CCC=C(C)C)/C)/C